(rac)-cis-2-(2-oxabicyclo[2.1.1]hex-4-yl)-7-cyclobutoxy-N-(1-(2-fluorocyclopropyl)-2-oxo-1,2-dihydropyridin-3-yl)imidazo[1,2-a]pyrimidine-6-carboxamide C12OCC(C1)(C2)C=2N=C1N(C=C(C(=N1)OC1CCC1)C(=O)NC=1C(N(C=CC1)[C@H]1[C@H](C1)F)=O)C2 |r|